C(C)NC=1C=CC(=NC1)N1N=C(C(=C1)C1=CN=C(N1C)C(=O)N)C(F)(F)F 5-[1-[5-(ethylamino)-2-pyridinyl]-3-(trifluoromethyl)pyrazol-4-yl]-1-methyl-imidazole-2-carboxamide